FC1=CC=C(C=2C(CCCC12)=O)NC(C)=O N-(4-fluoro-8-oxo-5,6,7,8-tetrahydronaphthalen-1-yl)acetamide